N-(6-(6-(pyrazolo[1,5-a]pyridin-3-yl)imidazo[1,2-b]pyridazin-3-yl)pyridin-2-yl)-6-azaspiro[3.4]octan-2-amine N1=CC(=C2N1C=CC=C2)C=2C=CC=1N(N2)C(=CN1)C1=CC=CC(=N1)NC1CC2(C1)CNCC2